gamma-3-chlorohexyl-L-glutamate ClC(CCC(C[C@H](N)C(=O)[O-])C(=O)[O-])CCC